ClC1=CC=C(C=C1)C(C1CCN(CC1)CC=1C=C(C=CC1C(F)(F)F)N(CCN(C)C)C)C1=CC=C(C=C1)Cl N1-(3-((4-(bis(4-chlorophenyl)methyl)piperidin-1-yl)methyl)-4-(trifluoromethyl)phenyl)-N1,N2,N2-trimethylethan-1,2-diamine